C(#N)C1(COCC1)C1=CC=C(C=C1)C(C(=O)OCC)CCC (±)-ethyl 2-[4-(3-cyanotetrahydrofuran-3-yl)phenyl]pentanoate